4-amino-N-(2-cyanopropyl)-3-methyl-N-((5-(trifluoromethyl)pyridin-2-yl)methyl)-1,3-dihydrofuro[3,4-c]quinoline-8-carboxamide NC1=NC=2C=CC(=CC2C2=C1C(OC2)C)C(=O)N(CC2=NC=C(C=C2)C(F)(F)F)CC(C)C#N